N-(3,5-dichlorophenyl)-5-hydroxy-N-((1S,2S)-2-hydroxycyclopentyl)-6-(hydroxymethyl)-3-methoxy-4-(4-(3,4,5-trifluorophenyl)-1H-1,2,3-triazol-1-yl)tetrahydro-2H-pyran-2-carboxamide ClC=1C=C(C=C(C1)Cl)N(C(=O)C1OC(C(C(C1OC)N1N=NC(=C1)C1=CC(=C(C(=C1)F)F)F)O)CO)[C@@H]1[C@H](CCC1)O